[Si].[Al].[Ti] titanium Aluminum silicon